ClC=1C=C(C=2N(N1)C(=CN2)C(=O)OCC)N(C([2H])([2H])[2H])CC2=CC=C(C=C2)OC ethyl 6-chloro-8-((4-methoxybenzyl)(methyl-d3)amino)imidazo[1,2-b]pyridazine-3-carboxylate